CC(=O)N[C@@H]1[C@H]([C@@H]([C@H](O[C@H]1OC[C@@H](C(=O)O)N)CO)O)O The molecule is an O-glycosyl-L-serine having N-acetyl-beta-D-glucosaminyl as the glycosyl component. It is a non-proteinogenic L-alpha-amino acid, an O-glycosyl-L-serine and a monosaccharide derivative.